NC=1C(=CC(=NC1)N(CC1=C(C=C(C=C1)OC)OC)CC1=C(C=C(C=C1)OC)OC)N[C@H]1C[C@@H](OCC1)C(=O)N1[C@H](C2=C(C=C(C=C2CC1)Cl)Cl)C |&1:31,33| ((2RS,4RS)-4-((5-amino-2-(bis(2,4-dimethoxybenzyl)amino)pyridin-4-yl)amino)tetrahydro-2H-pyran-2-yl)((S)-6,8-dichloro-1-methyl-3,4-dihydroisoquinolin-2(1H)-yl)methanone